N-(4-bromo-2,3-dihydrobenzofuro[7,6-d]isoxazol-8-yl)-2,6-dimethoxybenzenesulfonamide BrC1=CC2=C(C(=NO2)NS(=O)(=O)C2=C(C=CC=C2OC)OC)C2=C1CCO2